FC(OC1=CC(=NC=C1)C=1N=C(C2=C(N1)CCC2)N(CC(=O)NC=2C=NN(C2)C)C)F 2-({2-[4-(difluoromethoxy)pyridin-2-yl]-5H,6H,7H-cyclopenta[d]pyrimidin-4-yl}(methyl)amino)-N-(1-methyl-1H-pyrazol-4-yl)acetamide